CC1=C(C=C(C=C1)N1C(CC(CC1)C(F)(F)F)C(=O)N)C1=CC2=C(N=C(N=C2)NC)N2C1=NCC2 (4-methyl-3-(2-(methylamino)-8,9-dihydroimidazo[1',2':1,6]pyrido[2,3-d]pyrimidin-6-yl)phenyl)-4-(trifluoromethyl)piperidine-2-carboxamide